3a-hydroxy-1-(thiophen-2-yl)-1H,2H,3H,3aH,4H-pyrrolo[2,3-b]1,7-naphthyridin-4-one OC12C(=NC3=CN=CC=C3C1=O)N(CC2)C=2SC=CC2